FC=1C=C(C=CC1C1=C(C(=NO1)C)NC(=O)O[C@H](C)C1=C(C=CC=C1)C)C12COC(CC1)(CC2)CC(=O)O 2-(4-(3-fluoro-4-(3-methyl-4-((((R)-1-(o-tolyl)ethoxy)carbonyl)amino)isoxazol-5-yl)phenyl)-2-oxabicyclo[2.2.2]octan-1-yl)acetic acid